C(CC)(=O)OC\C=C(/CCCC(=C)C)\C (Z)-3,7-dimethyl-2,7-octadienyl propionate